2-(6-methyl-3-oxo-2-tetrahydropyran-2-yl-pyridazine-4-carbonyl)cyclohexane-1,3-dione CC=1C=C(C(N(N1)C1OCCCC1)=O)C(=O)C1C(CCCC1=O)=O